3-(5-amino-8-(1-methyl-6-oxo-1,6-dihydropyridazin-3-yl)-2-(((3-methylpyridin-2-yl)methyl)amino)-[1,2,4]triazolo[1,5-c]pyrimidin-7-yl)-2-fluorobenzonitrile NC1=NC(=C(C=2N1N=C(N2)NCC2=NC=CC=C2C)C2=NN(C(C=C2)=O)C)C=2C(=C(C#N)C=CC2)F